5H-imidazo[1,2-a]pyrazine-7-carboxylate N1=CCN2C1=CN(CC2)C(=O)[O-]